NCC1=NNC(C2=CC=C(C=C12)C=1C=NN(C1N1C(C2=CC=CC=C2C1=O)=O)C)=O 2-(4-(4-(aminomethyl)-1-oxo-1,2-dihydro-phthalazin-6-yl)-1-methyl-1H-pyrazol-5-yl)-2,3-dihydro-1H-isoindole-1,3-dione